FC=1C=2N(CC[C@@H](C1)O)N=C1C2CN([C@@H](C1)C)C(=O)OC(C)(C)C |o1:6| (3R,9S*)-tert-Butyl 11-fluoro-9-hydroxy-3-methyl-3,4,8,9-tetrahydro-1H-pyrido[4',3':3,4]pyrazolo[1,5-a]azepine-2(7H)-carboxylate